gallium-sodium [Na].[Ga]